4-{1-oxo-3-[4-hydroxy-2-methoxy-3-(3-methylbut-3-en-2-yl)phenyl]prop-2-enyl}phenolate O=C(C=CC1=C(C(=C(C=C1)O)C(C)C(=C)C)OC)C1=CC=C(C=C1)[O-]